COC1=C(CC(N)C)C=C(C(=C1)OCCC)OC 2,5-dimethoxy-4-propoxyamphetamine